C(C1CO1)N1CCN(CC1)C1=CC=C(N(CC2CO2)CC2CO2)C=C1 4-(4-glycidylpiperazinyl)-(N,N-diglycidylaniline)